ClC1=C(C=CC(=C1)Cl)CNC(=O)C1CN(C(C1)=O)C1=CC=CC=C1 N-[(2,4-dichlorophenyl)methyl]-5-oxo-1-phenylpyrrolidine-3-carboxamid